4-(4-(((3R,5S)-5-fluoro-1-methylpiperidin-3-yl)amino)phthalazin-1-yl)-3-hydroxybenzonitrile F[C@H]1C[C@H](CN(C1)C)NC1=NN=C(C2=CC=CC=C12)C1=C(C=C(C#N)C=C1)O